Heptanoic acid (2,6-dimethyl-4-morpholin-4-yl-phenyl)-amide CC1=C(C(=CC(=C1)N1CCOCC1)C)NC(CCCCCC)=O